4,4,5,5-tetramethyl-2-(spiro[cyclohexane-1,9'-fluoren]-2'-yl)-1,3,2-dioxaborolane CC1(OB(OC1(C)C)C1=CC=2C3(C4=CC=CC=C4C2C=C1)CCCCC3)C